CCC(C1=NC2=C(N=C(NC2=O)N)N(C1=O)C)O The molecule is a member of the class of pteridines that is lpteridine-4,7(3H,8H)-dione carrying additional amino, 1-hydroxypropyl and methyl substituents at positions 2, 6 and 8. It has a role as an animal metabolite. It is a member of pteridines and a secondary alcohol.